COCC(C(=O)O)N1CCN(CC1)C (E)-3-methoxy-2-(4-methylpiperazin-1-yl)propionic acid